Bis[tris(4-fluorophenyl)phosphine] copper(I) nitrate [N+](=O)([O-])[O-].[Cu+].FC1=CC=C(C=C1)P(C1=CC=C(C=C1)F)C1=CC=C(C=C1)F.FC1=CC=C(C=C1)P(C1=CC=C(C=C1)F)C1=CC=C(C=C1)F